ClCC(=O)N([C@@H](C)C1=CC=C(C=C1)C(F)(F)F)C1(CN(C1)C1=CC=CC=C1)C(=O)OC methyl (S)-3-(2-chloro-N-(1-(4-(trifluoromethyl)phenyl)ethyl)acetamido)-1-phenylazetidine-3-carboxylate